C1(CC1)[C@]1(C(N(C[C@H]1CC)C=1C=2N(N=CC1)C=C(C2)C=2C=NN(C2)C)=O)C#N (3R,4S)-3-cyclopropyl-4-ethyl-1-[6-(1-methylpyrazol-4-yl)pyrrolo[1,2-b]pyridazin-4-yl]-2-oxopyrrolidine-3-carbonitrile